C1(CC1)C=1C=C(CN(C(CN(S(=O)(=O)C2=C(C(=C(C(=C2F)F)F)F)F)CC=2C=NC=CC2C(F)(F)F)=O)C2=C(C=C(C(=O)O)C=C2)OC)C=C(C1)N1CCCC1 4-(N-(3-cyclopropyl-5-(pyrrolidin-1-yl)benzyl)-2-(N-((4-(trifluoromethyl)pyridin-3-yl)methyl)-(2,3,4,5,6-pentafluoro-phenyl)sulfonamido)acetamido)-3-methoxybenzoic acid